CC([C@@H](C(=O)N[C@H](C(C)C)B1OC(C(O1)(C)C)(C)C)NC(OC(C)(C)C)=O)C tert-butyl ((S)-3-methyl-1-(((S)-2-methyl-1-(4,4,5,5-tetramethyl-1,3,2-dioxaborolan-2-yl)propyl)amino)-1-oxobutan-2-yl)carbamate